2-amino-1-(thiophen-2-yl)ethanone HCl salt Cl.NCC(=O)C=1SC=CC1